8-(2-((tert-butoxycarbonyl)amino)ethoxy)-6-fluoro-1-methyl-4-carbonyl-1,4-dihydroquinoline-2-carboxylic acid methyl ester COC(=O)C=1N(C2=C(C=C(C=C2C(C1)=C=O)F)OCCNC(=O)OC(C)(C)C)C